1'-[3-chloro-2-(trifluoromethyl)phenyl]-2-(2-ethoxypyridin-3-yl)-7-pyrrolidin-3-ylspiro[8H-1,7-naphthyridine-5,4'-piperidine]-6-one formate salt C(=O)O.ClC=1C(=C(C=CC1)N1CCC2(CC1)C=1C=CC(=NC1CN(C2=O)C2CNCC2)C=2C(=NC=CC2)OCC)C(F)(F)F